glucose, sodium salt [Na].O=C[C@H](O)[C@@H](O)[C@H](O)[C@H](O)CO